tert-butyl (R)-(2-methyl-3-carbonylisoxazolidin-4-yl)carbamate CN1OC[C@@H](C1=C=O)NC(OC(C)(C)C)=O